Ethyl 7-(3-butyl-5-(diaminomethylene)-2,4,6-trioxotetrahydropyrimidin-1(2H)-yl)spiro[3.5]nonane-2-carboxylate C(CCC)N1C(N(C(C(C1=O)=C(N)N)=O)C1CCC2(CC(C2)C(=O)OCC)CC1)=O